CC=1C(=NC=CN1)N1CCC(CC1)(CCCC1=CC=CC=C1)CO (1-(3-Methylpyrazin-2-yl)-4-(3-phenylpropyl)piperidin-4-yl)methanol